C1(=CC=CC=C1)NN=CC Ethanone phenylhydrazone